tert-butyl 6'-((3-fluorophenyl)amino)-5'',6''-dihydro-[3,2':4',3''-terpyridine]-1''(2''H)-carboxylate FC=1C=C(C=CC1)NC1=CC(=CC(=N1)C=1C=NC=CC1)C=1CN(CCC1)C(=O)OC(C)(C)C